C(C)OCN1C(=NC2=C1C=CC=C2)CO (1-(ethoxymethyl)-1H-benzo[d]imidazol-2-yl)methanol